ClC1=CC(=NC=C1)[Sn](CCCC)(CCCC)CCCC 4-chloro-2-(tributylstannyl)pyridine